OC1=C(C=CC=C1)C(C1=C(C(=C(C(=C1)C)O)C)C)C1=C(C(=C(C(=C1)C)O)C)C 4,4'-[(2-hydroxyphenyl)methylene]-bis(2,3,6-trimethylphenol)